(S)-3-fluoro-1-[(6-methoxy-3-methyl-3,4-dihydronaphthalen-2-yl)methyl]Azetidine-3-carboxylic acid FC1(CN(C1)CC1=CC2=CC=C(C=C2C[C@@H]1C)OC)C(=O)O